C1(=CC=CC=C1)/C(/C(=O)OCCCC[C@@H]1CC[C@]2([C@@H]3CC[C@]4([C@@H](CC[C@@H]4[C@H]3CC=C2C1)C(C)=O)C)C)=C\C(=O)[O-] 1-((3R,8R,9R,10S,13R,14R,17R)-17-acetyl-10,13-dimethyl-2,3,4,7,8,9,10,11,12,13,14,15,16,17-tetradecahydro-1H-cyclopenta[a]phenanthren-3-yl)4-butyl 2-phenylfumarate